C(=O)C=1N(C2=CC(=CC=C2C1C(=O)OCC)OC)CC1=CC=C(C=C1)S(N)(=O)=O ethyl 2-formyl-6-methoxy-1-(4-sulfamoylbenzyl)-1H-indole-3-carboxylate